(R)-3-(3-(1-(5-fluoro-3-methylbenzofuran-2-yl)-2-methylpropyl)ureido)benzenesulfonamide FC=1C=CC2=C(C(=C(O2)[C@@H](C(C)C)NC(NC=2C=C(C=CC2)S(=O)(=O)N)=O)C)C1